4-[(1-methyl-4-piperidyl)amino]-2-methylsulfanyl-pyrimidine-5-carbaldehyde CN1CCC(CC1)NC1=NC(=NC=C1C=O)SC